O[C@]12[C@@H]3CC[C@@H]4C[C@H](CC[C@@]4([C@H]3CC[C@@]2([C@H](CC1)C=1COC(C1)=O)C)C)NC(=O)NCCN1C[C@H](CC1)O 1-((3S,5R,8R,9S,10S,13R,14S,17R)-14-hydroxy-10,13-dimethyl-17-(5-oxo-2,5-dihydrofuran-3-yl)hexadecahydro-1H-cyclopenta[a]phenanthren-3-yl)-3-(2-((S)-3-hydroxypyrrolidin-1-yl)ethyl)urea